1-(2-aminoethyl)-3-ethylimidazole NCCN1CN(C=C1)CC